N1(C=NC=2C1=C1C(=NC2)NC=C1)C12CC(C1)(C2)NS(=O)(=O)C2CC2 N-(3-(imidazo[4,5-d]pyrrolo[2,3-b]pyridin-1(6H)-yl)bicyclo[1.1.1]pentan-1-yl)cyclopropanesulfonamide